ClC=1C(=NC=C(C1)Cl)OC1CCC2(C(NC3=CC=C(C=C23)C(=O)NN)=O)CC1 cis-4-[(3,5-dichloro-2-pyridyl)oxy]-2'-oxo-spiro[cyclohexane-1,3'-indoline]-5'-carbohydrazide